FC=1C=2N(C=CC1)N=C(C2)[C@@H]2N(CCC1=C2N=CN1)C1=NC=C(C=N1)N (R)-2-(4-(4-fluoropyrazolo[1,5-a]pyridin-2-yl)-1,4,6,7-tetrahydro-5H-imidazo[4,5-c]pyridin-5-yl)pyrimidin-5-amine